N-((6-((2S,6R)-2,6-dimethylmorpholino)-[2,4'-bipyridin]-2'-yl)methyl)-4-methyl-3-(methylsulfonyl)benzamide C[C@@H]1O[C@@H](CN(C1)C1=CC=CC(=N1)C1=CC(=NC=C1)CNC(C1=CC(=C(C=C1)C)S(=O)(=O)C)=O)C